5'-TBDMSthymidine [Si](C)(C)(C(C)(C)C)C([C@@H]1[C@H](C[C@@H](O1)N1C(=O)NC(=O)C(C)=C1)O)O